4-((8-fluoro-2,5-dimethyl-4,5-dihydro-[1,2,4]triazolo[1,5-a]quinoxalin-6-yl)amino)-N-(methyl-d3)nicotinamide FC1=CC(=C2N(CC=3N(C2=C1)N=C(N3)C)C)NC3=CC=NC=C3C(=O)NC([2H])([2H])[2H]